FC(C(=O)O)(F)F.COC1=NC=C(C=C1NS(=O)(=O)C1=C(N=C(S1)C)C)C=1C=C2C(=CC=NC2=CC1)N1CCNCC1 N-(2-methoxy-5-(4-(piperazin-1-yl)quinolin-6-yl)pyridin-3-yl)-2,4-dimethylthiazole-5-sulfonamide trifluoroacetate